OC1=CC=C(C=C1)N1C(N(C(C1(C)C)=O)C=1C=C(C(=NC1)C#N)C(F)(F)F)=S 5-[3-(4-hydroxyphenyl)-4,4-dimethyl-5-oxo-2-thioxo-imidazolidin-1-yl]-3-(trifluoromethyl)pyridine-2-carbonitrile